2-phenylthioxanthone C1(=CC=CC=C1)C1=CC=2C(C3=CC=CC=C3SC2C=C1)=O